2-((4-(5-(3,3-difluoropyrrolidin-1-yl)pyridin-3-yl)-1H-1,2,3-triazol-1-yl)methyl)imidazo[1,2-a]pyridine-6-formaldehyde FC1(CN(CC1)C=1C=C(C=NC1)C=1N=NN(C1)CC=1N=C2N(C=C(C=C2)C=O)C1)F